3-((6-(methylamino)pyrimidin-4-yl)oxy)pyrrolidin CNC1=CC(=NC=N1)OC1CNCC1